methyl (S)-2-((4-(2-(methoxymethoxy) phenyl)-6-oxo-3,6-dihydropyridin-1(2H)-yl) methyl)-1-(oxetan-2-ylmethyl)-1H-benzo[d]imidazole-6-carboxylate COCOC1=C(C=CC=C1)C=1CCN(C(C1)=O)CC1=NC2=C(N1C[C@H]1OCC1)C=C(C=C2)C(=O)OC